2-(T-butyl)benzene Ethyl-5-(2-((3-(2,6-dioxopiperidin-3-yl)-1-methyl-1H-indazol-7-yl)oxy)-acetamido)-3-methyl-1H-pyrazole-4-carboxylate C(C)OC(=O)C=1C(=NNC1NC(COC=1C=CC=C2C(=NN(C12)C)C1C(NC(CC1)=O)=O)=O)C.C(C)(C)(C)C1=CC=CC=C1